ClC1=CN=CC(=N1)O[C@@H]1[C@@H]([C@@H]2CC[C@H](C1)N2C(=O)OC(C)(C)C)C tert-butyl (1S,2R,3S,5R)-3-((6-chloropyrazin-2-yl)oxy)-2-methyl-8-azabicyclo[3.2.1]octane-8-carboxylate